C(C)(C)(C)C=1C=CC(=C(C1)S(=O)(=O)NC(=O)C1=NC2=CC=CC(=C2C=C1)COC)OC N-((5-(tert-butyl)-2-methoxyphenyl)sulfonyl)-5-(methoxymeth-yl)quinoline-2-carboxamide